O=P(OC)(OC=C(Cl)Cl)OC.[P] phosphorus (dichlorvos)